1-(3,4-dichlorophenyl)-3-(3,4-dimethylphenyl)prop-2-en-1-one sodium acetat C(C)(=O)[O-].[Na+].ClC=1C=C(C=CC1Cl)C(C=CC1=CC(=C(C=C1)C)C)=O